C(C)(C)(C)OC(=O)N1CC(=CC1)C1=C(C2=C(N=CN=C2N)N1C)C1=CC=C(C=C1)OC1=NC(=CC=C1)C 3-(4-amino-7-methyl-5-(4-((6-methylpyridin-2-yl)oxy)phenyl)-7H-pyrrolo[2,3-d]pyrimidin-6-yl)-2,5-dihydro-1H-pyrrole-1-carboxylic acid tert-butyl ester